C(C)OC(=O)C=1C=NNC1 4-(ethoxycarbonyl)-1H-pyrazole